3'-hydroxybiphenyl-4-carboxylic acid OC=1C=C(C=CC1)C1=CC=C(C=C1)C(=O)O